4-hydroxybutyl methacrylate [(4-hydroxylbutylmethyl) acrylate] OCCCCCC(C(=O)O)=C.C(C(=C)C)(=O)OCCCCO